2-((4-(2-Fluoro-4-(2-(4-fluorophenyl)-3-oxo-2,3-dihydropyridazin-4-carboxamido)phenoxy)-1H-pyrazolo[3,4-b]pyridin-3-yl)amino)-2-methylpropyl hydrogen sulfat S(=O)(=O)(OCC(C)(C)NC1=NNC2=NC=CC(=C21)OC2=C(C=C(C=C2)NC(=O)C=2C(N(N=CC2)C2=CC=C(C=C2)F)=O)F)O